N1(N=NC=C1)C1=CC=C(C=C1)N1N=C(C=C1Br)N 1-(4-(1H-1,2,3-triazol-1-yl)phenyl)-5-bromo-1H-pyrazol-3-amine